ClC=1C2=C(N=CN1)NC(=C2)C(=O)O 4-chloro-7H-pyrrolo[2,3-d]pyrimidine-6-carboxylic acid